dimethylsilylene(N-t-butylamino)(cyclopentadienyl)titanium dichloride [Cl-].[Cl-].C[Si](=[Ti+2](C1C=CC=C1)NC(C)(C)C)C